C(C)(C)N1CN(C2=C1C=CC=C2)C(C)C 1,3-diisopropyl-2,3-dihydro-1H-benzimidazole